C(C=C)C(CCCCCCCNC(C(OCC=C)OCC=C)=O)CC=C diallyloxyacetic acid, diallyloctylamide